1-(4-((2-(4-(Cyanomethyl)piperazin-1-yl)-5-oxo-5,6-dihydropyrimido[4,5-d]pyridazin-4-yl)amino)benzyl)piperidin C(#N)CN1CCN(CC1)C=1N=C(C2=C(C=NNC2=O)N1)NC1=CC=C(CN2CCCCC2)C=C1